3-(dimethylamino)-N-methyl-propanamide benzyl-N-[(1S)-2-amino-2-oxo-1-[[(6R)-5-oxo-4-azaspiro[2.4]heptan-6-yl]methyl]ethyl]carbamate C(C1=CC=CC=C1)OC(N[C@H](C(=O)N)C[C@H]1C(NC2(CC2)C1)=O)=O.CN(CCC(=O)NC)C